2,4-dichloro-5-[(4-methoxybenzyl)methyl]-5H-pyrimidin ClC=1N=CC(C(N1)Cl)CCC1=CC=C(C=C1)OC